NC1=C(C=C(C=N1)C=1C=C2N(N1)CC[C@]21CN(CC1)C(=O)NCC=1N=NC=CC1)C(F)(F)F |r| (rac)-2'-[6-amino-5-(trifluoromethyl)pyridin-3-yl]-N-[(pyridazin-3-yl)methyl]-5',6'-dihydrospiro[pyrrolidine-3,4'-pyrrolo[1,2-b]pyrazole]-1-carboxamide